3-(7-bromo-1-oxo-3H-isoindol-2-yl)piperidine-2,6-dione BrC=1C=CC=C2CN(C(C12)=O)C1C(NC(CC1)=O)=O